5-fluoro-3-(2-(3-(4-methylphenyl)-4-oxothiazolidine-2-ylidene)hydrazono)-1H-indol-2-one FC=1C=C2C(C(NC2=CC1)=O)=NN=C1SCC(N1C1=CC=C(C=C1)C)=O